O=C1NC(CCC1N1C(C2=CC=CC(=C2C1=O)NCC=1SC(=NN1)C1=CC=CC=C1)=O)=O 2-(2,6-Dioxopiperidine-3-yl)-4-(((5-Phenyl-1,3,4-thiadiazol-2-yl)methyl)amino)isoindoline-1,3-dione